FC1=CC=CC=2N(C(=NC21)C=2C(=NON2)N)CC=2C=NC=CC2 4-[4-fluoro-1-(pyridin-3-ylmethyl)benzoimidazol-2-yl]-1,2,5-oxadiazol-3-amine